BrC1=CC=C(C=C1)C1=CC=C(C=C1)S(=O)(=O)F 4'-Bromo-[1,1'-biphenyl]-4-sulfonyl fluoride